O=C1N(CC2=CC(=CC=C12)O[C@@H]1[C@H](CCCC1)N1CC(C1)C1CNCCC1)C1C(NC(CC1)=O)=O 3-(1-oxo-5-(((1S,2S)-2-(3-(piperidin-3-yl)azetidin-1-yl)cyclohexyl)oxy)isoindolin-2-yl)-piperidine-2,6-dione